(3S,6S)-5-(tert-butoxycarbonyl)-1,1-difluoro-5-azaspiro[2.4]heptane C(C)(C)(C)OC(=O)N1C[C@@]2(CC2(F)F)CC1